N-(benzylsulfonyl)-4-(2,6-dimethoxyphenyl)-5-(ethoxymethyl)-4H-1,2,4-triazole-3-carboxamide C(C1=CC=CC=C1)S(=O)(=O)NC(=O)C1=NN=C(N1C1=C(C=CC=C1OC)OC)COCC